F[B-](F)(F)F.O(C1=CC=CC=C1)C1=CC=C(C=C1)[I+]C1=CC=C(C=C1)OC1=CC=CC=C1 Di-(4-phenoxyphenyl)-iodonium tetrafluoroborate